ClC1=NC=2C(CCC(C2C=C1)N)OC1=CC(=C(C=C1)C(F)(F)F)F 2-chloro-8-{3-fluoro-4-(trifluoromethyl)phenoxy}-5,6,7,8-tetrahydroquinolin-5-amine